COC1=C(C=C(C=C1)C(C[N+](=O)[O-])C)OC 1,2-dimethoxy-4-(1-nitropropan-2-yl)benzene